(S)-2-((1-(5-(bisphenylmethyl)-1-methyl-1,2,4-triazol-3-yl)ethyl)carbamoyl)-4-methoxypyridin-3-yl isobutyrate C(C(C)C)(=O)OC=1C(=NC=CC1OC)C(N[C@@H](C)C1=NN(C(=N1)C(C1=CC=CC=C1)C1=CC=CC=C1)C)=O